CC(CC)(C)C1=CC=CC=C1 1,1-dimethyl-propyl-benzene